FC1CC1 (2S)-2-fluorocyclopropane